C1(=CC=CC=C1)C1=NN=C(S1)NC1=C(C=CC=C1)C 5-phenyl-N-o-tolyl-1,3,4-thiadiazol-2-amine